BrC=1C=CC(=C(OCCO[C@@H]2C[C@H](C2)C(=O)NS(=O)(=O)C)C1)C=1OC2=C(C=CC=C2C(C1)=O)Cl Trans-3-[2-[5-bromo-2-(8-chloro-4-oxo-chromen-2-yl)phenoxy]ethoxy]-N-methylsulfonyl-cyclobutanecarboxamide